[(2S,3R,4S,5R)-3-(benzoyloxy)-5-{2-[(tert-butoxycarbonyl)amino]-6-(methylamino)purin-9-yl}-4-chloro-2,4-difluorooxolan-2-yl]methyl benzoate C(C1=CC=CC=C1)(=O)OC[C@]1(O[C@H]([C@@]([C@@H]1OC(C1=CC=CC=C1)=O)(F)Cl)N1C2=NC(=NC(=C2N=C1)NC)NC(=O)OC(C)(C)C)F